(4-((2-chloro-5-fluoropyrimidin-4-yl)amino)phenyl)-1H-pyrazole-1-carboxylic acid tert-butyl ester C(C)(C)(C)OC(=O)N1N=C(C=C1)C1=CC=C(C=C1)NC1=NC(=NC=C1F)Cl